C=1N=CN2C1C1=CC=CC=C1C2C2C(C1=C(N=CS1)CC2)O 6-(5H-imidazo[5,1-a]isoindol-5-yl)-4,5,6,7-tetrahydrobenzo[d]thiazol-7-ol